C(C#C)OC1=CC(=NC(=C1)CN(CCOCCO)CCOCCOCCN(CC)CC1=NC(=CC=C1)C(=O)O)C(=O)O 4-(Prop-2-yn-1-yloxy)-6-((16-((6-carboxypyridin-2-yl)methyl)-1,4,10,13-tetraoxa-7,16-diaza-octadecan-7-yl)methyl)picolinic acid